rac-3-(methoxymethyl)pyrrolidine COC[C@H]1CNCC1 |r|